FC(C(=O)O)(F)F.BrC=1C(=NC=C(N1)Br)NC(C(C)(NCCC1CCOCC1)C)=O N-(3,5-dibromopyrazin-2-yl)-2-methyl-2-(2-(tetrahydro-2H-pyran-4-yl)ethylamino)propionamide trifluoroacetate